Cl.ClC1=C(C=CC=C1C=1C=NC=C(C1)Cl)[C@@]1(CC(N(C(N1)=N)[C@H]1C[C@H]([C@H](CC1)O)C)=O)C |o1:22,24,25| (6S)-6-[2-Chloro-3-(5-chloro-pyridin-3-yl)phenyl]-3-[(1R*,3R*,4S*)-4-hydroxy-3-methylcyclohexyl]-2-imino-6-methylhexahydropyrimidin-4-one hydrochloride